[Br-].C(C)(=O)NC1=CC=C(C=C1)/N=N/C=1N(C=C[N+]1CCCNC(=O)OC(C)(C)C)CCCNC(=O)OC(C)(C)C 2-((E)-(4-(acetylamino)phenyl)diazenyl)-1,3-bis(3-((((1,1-dimethylethyl)-oxy)carbonyl)amino)propyl)-1H-imidazol-3-ium bromide